ClC1=C(OC2CCN(CC2)C(CN2N=C(C=3CCCCC23)C(=O)N2CCC(CC2)O)=O)C=CC=C1 1-[4-(2-chlorophenoxy)-1-piperidyl]-2-[3-(4-hydroxypiperidine-1-carbonyl)-4,5,6,7-tetrahydroindazol-1-yl]ethanone